6-fluoro-7-[3-(1-methyl-1H-imidazol-2-yl)azetidin-1-yl]-4-oxo-1-(1,2,4-thiadiazol-5-yl)-1,4-dihydro-1,8-naphthyridine-3-carboxylic acid FC=1C=C2C(C(=CN(C2=NC1N1CC(C1)C=1N(C=CN1)C)C1=NC=NS1)C(=O)O)=O